C1(CCC1)N(C1=C2NC=NC2=NC(=N1)C=1C(=NC=NC1OC)C1CC1)CC1=CC=C(C=C1)C=1N(C=C(N1)C(F)(F)F)C N-cyclobutyl-2-(4-cyclopropyl-6-methoxypyrimidin-5-yl)-N-(4-(1-methyl-4-(trifluoromethyl)-1H-imidazol-2-yl)benzyl)-7H-purin-6-amine